FC=1C=C(C=C(C1)F)N1C=C(C=2C1=NC=CC2)S(=O)(=O)N 3,5-difluorophenyl-1H-pyrrolo[2,3-b]pyridine-3-sulfonamide